BrC1=CC=C2CC3(CCN(CC3)C(=O)OC(C)(C)C)C(C2=C1)=O Tert-butyl 6-bromo-1-oxo-1,3-dihydrospiro[indene-2,4'-piperidine]-1'-carboxylate